N=1ON=C2C1C=CC(=C2)C=2C=CC=C1C(=C(N(C(C21)=O)C2=CC=CC=C2)[C@H](C)NC=2C1=C(N=CN2)NC=CC1=O)Cl (S)-4-((1-(8-(benzo[c][1,2,5]oxadiazol-5-yl)-4-chloro-1-oxo-2-phenyl-1,2-dihydroisoquinolin-3-yl)ethyl)amino)pyrido[2,3-d]pyrimidin-5(8H)-one